C(C)(=O)NC1=NN(C=C1)C(=O)N1CCC2(CCCN2CC=2NC3=CC=C(C=C3C2)C(=O)N)CC1 2-((8-(3-acetamido-1H-pyrazole-1-carbonyl)-1,8-diazaspiro[4.5]dec-1-yl)methyl)-1H-indole-5-carboxamide